(4-Fluorophenyl)-3-(((5-(methyl-d3)-2-(trifluoromethyl)pyrazolo[1,5-a]pyrimidin-7-yl)amino)methyl)-N-(2,2,2-trifluoroethyl)azetidine-1-carboxamide FC1=CC=C(C=C1)C1N(CC1CNC1=CC(=NC=2N1N=C(C2)C(F)(F)F)C([2H])([2H])[2H])C(=O)NCC(F)(F)F